4,7-dibromo-5,6-diaminobenzothiadiazole BrC1=C(C(=C(C2=C1N=NS2)Br)N)N